CN1N=C(C(=N1)C=1C=C2C(=NC1)CNC2=O)C 3-(2,5-dimethyl-2H-1,2,3-triazol-4-yl)-6,7-dihydro-5H-pyrrolo[3,4-b]pyridin-5-one